tert-Butyl (3R,5R)-3-((3-(2-methoxy-4-(trifluoromethyl)phenyl)-4-methyl-5-oxo-4,5-dihydro-1,2,4-triazin-6-yl)amino)-5-methylpiperidine-1-carboxylate COC1=C(C=CC(=C1)C(F)(F)F)C1=NN=C(C(N1C)=O)N[C@H]1CN(C[C@@H](C1)C)C(=O)OC(C)(C)C